1,3-bis(3-(triethoxysilyl)propyl)imidazoline C(C)O[Si](CCCN1CN(CC1)CCC[Si](OCC)(OCC)OCC)(OCC)OCC